Tert-butyl 4-(1-benzyl-3-((S)-1-(((S)-4-(cyclopropylamino)-3,4-dioxo-1-((S)-2-oxopyrrolidin-3-yl)butan-2-yl)amino)-4-methyl-1-oxopentan-2-yl)ureido)piperidine-1-carboxylate C(C1=CC=CC=C1)N(C(=O)N[C@H](C(=O)N[C@@H](C[C@H]1C(NCC1)=O)C(C(=O)NC1CC1)=O)CC(C)C)C1CCN(CC1)C(=O)OC(C)(C)C